5-(2-nitrophenyl)-2-(4-(trifluoromethyl)phenyl)oxazole [N+](=O)([O-])C1=C(C=CC=C1)C1=CN=C(O1)C1=CC=C(C=C1)C(F)(F)F